NC1=C(OC2=CC=C(C=C2)C(C)(C2=CC=C(C=C2)OC2=C(C=CC=C2)N)C2=CC=C(C=C2)OC2=C(C=CC=C2)N)C=CC=C1 1,1,1-tris[4-(aminophenoxy)phenyl]Ethane